5-ethynylarabinose tetra(trimethylacetate) CC(C(=O)O[C@H](C=O)[C@H](OC(C(C)(C)C)=O)[C@H](OC(C(C)(C)C)=O)C(OC(C(C)(C)C)=O)C#C)(C)C